ClC=1C(=NC(=NC1)NC1=CC=C(C=C1)N1CCN(CC1)C)NC[C@@H]1OCCC1 (R)-5-chloro-N2-[4-(4-methylpiperazin-1-yl)phenyl]-N4-[(tetrahydrofuran-2-yl)methyl]pyrimidine-2,4-diamine